(S)-1-(2-chloro-3,6-difluorobenzyl)-3,4-dimethyl-2-oxo-N-(2,4,6-trifluorobenzyl)-1,2,3,4-tetrahydroquinazoline-7-carboxamide ClC1=C(CN2C(N([C@H](C3=CC=C(C=C23)C(=O)NCC2=C(C=C(C=C2F)F)F)C)C)=O)C(=CC=C1F)F